N1(C=NC2=C1C=CC=C2)C=2N=C(N=NC2C(=O)N)NC2=C(C=C1CCN(CC1=C2)C)OC (1H-benzo[d]imidazol-1-yl)-3-((6-methoxy-2-methyl-1,2,3,4-tetrahydroisoquinolin-7-yl)amino)-1,2,4-triazine-6-carboxamide